C(C1=CC=CC=C1)NCCNC(C1=CC=CC=C1)(C1=CC=CC=C1)C1=CC=CC=C1 N1-benzyl-N2-tritylethane-1,2-diamine